(1-(2-(3,5-diallyl-2,4,6-trioxo-1,3,5-triazin-1-yl)ethyl)-1H-1,2,3-triazol-4-yl)-2-(4-biphenylyl)acetic acid ethyl ester C(C)OC(C(C1=CC=C(C=C1)C1=CC=CC=C1)C=1N=NN(C1)CCN1C(N(C(N(C1=O)CC=C)=O)CC=C)=O)=O